C(C)(C)(C)OC(=O)NCCC=1C=CC=C2C=CC=C(C12)C(=O)OC methyl 8-(2-((t-Butoxycarbonyl) amino) ethyl)-1-naphthoate